NC(C(C([2H])([2H])N[C@H](COC)C1=CC=2N(N=C1)C=C(N2)[C@H](C2CCC(CC2)(F)F)NC(OC(C)(C)C)=O)(F)F)([2H])[2H] tert-Butyl ((S)-(7-((S)-1-((3-amino-2,2-difluoropropyl-1,1,3,3-d4)amino)-2-methoxyethyl)imidazo[1,2-b]pyridazin-2-yl)(4,4-difluorocyclohexyl)methyl)carbamate